COCN(C1=NC(=NC(=N1)N(COC)COC)NCOC)COC N,N,N',N',N''-Pentakis-methoxymethyl-[1,3,5]triazin-2,4,6-triamin